3-chloro-7-(5-chloropyrimidin-2-yl)oxy-1-(4,4,4-trifluorobutyl)-4-(trifluoromethyl)indazole ClC1=NN(C2=C(C=CC(=C12)C(F)(F)F)OC1=NC=C(C=N1)Cl)CCCC(F)(F)F